[N-]1C=CC2=CC=CC=C12.[Li+] lithium indolide